(3E)-6-(methoxymethyloxy)-3-hexenyl-magnesium chloride COCOCC/C=C/CC[Mg]Cl